CN1N=CC(=C1C1=NC(=NC=C1F)N1CCC(CC1)C(=O)N(CC=1SC=CN1)O)C 1-(4-(1,4-dimethyl-1H-pyrazol-5-yl)-5-fluoropyrimidin-2-yl)-N-hydroxy-N-(thiazol-2-ylmethyl)piperidine-4-carboxamide